ethyl 2-((1r,4r)-4-aminocyclohexyl)acetate hydrochloride Cl.NC1CCC(CC1)CC(=O)OCC